(E)-3-((7-bromo-3,3-dibutyl-1,1-dioxido-5-phenyl-2,3,4,5-tetrahydro-1,2,5-benzothiadiazin-8-yl)oxy)acrylic acid BrC=1C(=C2C(CC(NS2(=O)=O)(CCCC)CCCC)N(C1)C1=CC=CC=C1)O/C=C/C(=O)O